O.FCC(C(=O)C(CF)CF)CF 1,1,3,3-tetrafluoromethylacetone hydrate